ClC(C(C)(C1=CC=CC=C1)CC(=O)[O-])=O 1-chloro-1-oxo-2-phenylpropan-2-ylacetate